N-cyclopropyl-5-(5-{(1S)-1-[3-cyclopropyl-5-(trifluoromethoxy)benzamido]ethyl}-3-methyl-1H-1,2,4-triazol-1-yl)-N-methylpyrazine-2-carboxamide C1(CC1)N(C(=O)C1=NC=C(N=C1)N1N=C(N=C1[C@H](C)NC(C1=CC(=CC(=C1)OC(F)(F)F)C1CC1)=O)C)C